O[C@H](C(=O)N[C@@H](CS)C(=O)O)C N-[(2S)-2-hydroxy-1-oxopropyl]-L-cysteine